CC1(O[C@@H]2[C@H](O[C@H]([C@@H]2O1)OC)CO)C methyl 2,3-O-isopropylidene-β-D-ribofuranoside